The molecule is a polysaccharide derivative with a repeating unit consisting of beta-D-galactosyl, beta-D-rhamnoosyl and beta-D-glucosyl residues all linked (1->4), to the galactosyl residue of which is attached an N-acetyl-alpha-neuraminyl-(2->6)-N-acetyl-beta-D-galactosaminyl-(1->4)-N-acetyl-beta-D-glucosaminyl trisaccharide unit via a (1->3) linkage, while to the rhamnosyl residue is linked (1->3) an alpha-D-galactosyl residue, with all repeating units being linked (1->4). Capsular polysaccharide of Streptococcus suis serotype 1/2. C[C@H]1[C@@H]([C@H]([C@H]([C@H](O1)O[C@@H]2[C@H](O[C@H]([C@@H]([C@H]2O)O)O)CO)O)O[C@@H]3[C@@H]([C@H]([C@H]([C@H](O3)CO)O)O)O)O[C@H]4[C@@H]([C@H]([C@H]([C@H](O4)CO)O)O[C@H]5[C@@H]([C@H]([C@@H]([C@H](O5)CO)O[C@H]6[C@@H]([C@H]([C@H]([C@H](O6)CO[C@@]7(C[C@@H]([C@H]([C@@H](O7)[C@@H]([C@@H](CO)O)O)NC(=O)C)O)C(=O)O)O)O)NC(=O)C)O)NC(=O)C)O